ethyl (E)-3-[5-benzylsulfanyl-2-(4-bromo-5-fluoro-2-methoxy-anilino)phenyl]prop-2-enoate C(C1=CC=CC=C1)SC=1C=CC(=C(C1)/C=C/C(=O)OCC)NC1=C(C=C(C(=C1)F)Br)OC